bromo-4-methoxy-2-((2-nitrovinyl)amino)benzoic acid BrC=1C(=C(C(=O)O)C=CC1OC)NC=C[N+](=O)[O-]